FC=1C(=NC=CC1)OC1CCC(CC1)C1=NOC(=N1)CC(C(=O)O)=C 2-((3-((1r,4r)-4-((3-fluoropyridin-2-yl)oxy)cyclohexyl)-1,2,4-oxadiazol-5-yl)methyl)acrylic acid